ClC1=C(C=CC=C1Br)C=1C=CC2=C(OCO2)C1 6-(2-chloro-3-bromophenyl)-1,3-benzodioxole